C(C)(C)(C)OC(=O)N1CC(C(CC1)O)F.FC1(OC2=C(O1)C=CC(=C2)C(=O)N2CCN(CC2)C(=O)C=2NC1=CC=C(C=C1C2)F)F (2,2-difluorobenzo[d][1,3]dioxol-5-yl)(4-(5-fluoro-1H-indole-2-carbonyl)piperazin-1-yl)methanone tert-butyl-3-fluoro-4-hydroxypiperidine-1-carboxylate